Cl.Cl.Cl.CC1NC(CC(C1)OC1=CC=C(N=N1)C1=C(C=C(C=C1)C=1C=NNC1)O)C 2-{6-[(2,6-Dimethylpiperidin-4-yl)oxy]pyridazin-3-yl}-5-(1H-pyrazol-4-yl)phenol tri-hydrochloride